N-[(3R)-5-nitro-3-(oxan-4-yl)-3,4-dihydro-2H-1,4-benzoxazin-7-ylsulfonyl]-4-{2-oxo-7-azaspiro[3.5]nonan-7-yl}benzamide [N+](=O)([O-])C1=CC(=CC2=C1N[C@@H](CO2)C2CCOCC2)S(=O)(=O)NC(C2=CC=C(C=C2)N2CCC1(CC(C1)=O)CC2)=O